C(C1=CC=CC=C1)N([C@@H](CC(=O)OC)C)[C@H](C)C1=CC=CC=C1 methyl (3R)-3-[benzyl[(1R)-1-phenylethyl]amino]butanoate